C(C)(C)C1=CC=C(C=C1)N(C1=CC=C(OC=2N=C(C3=C(N2)C=NC=C3)O)C=C1)C1CCOCC1 2-(4-((4-isopropylphenyl)(tetrahydro-2H-pyran-4-yl)amino)phenoxy)pyrido[3,4-d]pyrimidin-4-ol